N1C=C(C2=CC=CC=C12)CCNC=1C2=C(N=C(N1)C=1C=NC=C(C1)C(F)(F)F)CN(CC2)C(=O)OC(C)(C)C Tert-Butyl 4-{[2-(1H-Indol-3-yl)Ethyl]amino}-2-[5-(Trifluoromethyl)Pyridin-3-yl]-5H,6H,7H,8H-Pyrido[3,4-d]Pyrimidine-7-Carboxylate